ClC1=CC(=C(COC2=CC=CC(=N2)C2=C(C=C(CC3=NC4=C(N3CC3(CC3)CC#N)C=C(C=C4)C(=O)OC)C=C2)F)C=C1)OC Methyl 2-(4-(6-((4-chloro-2-methoxybenzyl) oxy) pyridin-2-yl)-3-fluorobenzyl)-1-((1-(cyanomethyl) cyclopropyl) methyl)-1H-benzo[d]imidazole-6-carboxylate